7-benzyloxy-4-(4-fluoro-3-methyl-phenyl)-3-isopropyl-quinoline C(C1=CC=CC=C1)OC1=CC=C2C(=C(C=NC2=C1)C(C)C)C1=CC(=C(C=C1)F)C